6-[[(E)-(1-Hydroxy-3H-2,1-benzoxaborol-5-yl)methylenamino]-methyl-amino]-9-[3-(Methoxymethyl)cyclobutyl]-7H-purin-8-on OB1OCC2=C1C=CC(=C2)\C=N\N(C2=C1NC(N(C1=NC=N2)C2CC(C2)COC)=O)C